C12C(C3CC(CC(C1)C3)C2)(CO)CO ((1r,3r,5r,7r)-adamantan-2,2-diyl)dimethanol